N-(4-methoxy-2-(4-methylpiperazine-1-yl)-5-((6-((S)-3-phenylisoxazolidine-2-yl)pyrimidine-4-yl)amino)phenyl)acrylamide COC1=CC(=C(C=C1NC1=NC=NC(=C1)N1OCC[C@H]1C1=CC=CC=C1)NC(C=C)=O)N1CCN(CC1)C